CC1C(C2=CC(=C(C(=C2C1)C1=CC(=CC(=C1)C)C)OC)C(C)(C)C)=O 2-methyl-4-(3,5-dimethylphenyl)-5-methoxy-6-tert-butylindan-1-one